2-amino-6-methoxy-5-methylbenzo[d]thiazole-4-carboxylic acid methyl ester COC(=O)C=1C(=C(C=C2C1N=C(S2)N)OC)C